5'-(1-Benzyl-1H-pyrazol-4-yl)-1'-methyl-1H,1'H-[3,4']bipyridinyl-6,2'-dione C(C1=CC=CC=C1)N1N=CC(=C1)C=1C(=CC(N(C1)C)=O)C1=CNC(C=C1)=O